5-chloropyridin-2-yl (R)-3,3-difluoro-5-((R)-5-methyl-1,1-dioxidoisothiazolidin-2-yl)piperidine-1-carboxylate FC1(CN(C[C@@H](C1)N1S([C@@H](CC1)C)(=O)=O)C(=O)OC1=NC=C(C=C1)Cl)F